1-[(2-hydroxyethoxy)-methyl]-6-(phenylthio)thymine OCCOCN1C(=O)NC(=O)C(C)=C1SC1=CC=CC=C1